CN(C=1SC2=C(N1)COC=1C=C(C=CC12)C1=CC(NC=C1)=O)C1CC(NC(C1)(C)C)(C)C 4-(2-(Methyl-(2,2,6,6-tetramethylpiperidin-4-yl)amino)-4H-chromeno[3,4-d]thiazol-7-yl)pyridin-2(1H)-one